C(C)OP(OCC)OCC Triethyl-phosphit